FC(C(=O)O)(F)F.ClC=1C=C2CCN(C(C2=C(C1)Cl)C)C(=O)C1CNCCS1 (6,8-dichloro-1-methyl-3,4-dihydroisoquinolin-2(1H)-yl)(thiomorpholin-2-yl)methanone trifluoroacetic acid salt